6-pentaphenyl-3,4'-biphenyldiamine C1(=CC=CC2=CC3=CC=C4C=C5C=CC=CC5=CC4=C3C=C12)C1=CC=C(C=C1C1=CC=C(C=C1)N)N